6-hydroxy-4-(6-(6-((6-(methoxy-d3)pyridin-3-yl)methyl)-3,6-diazabicyclo[3.1.1]heptane-3-yl)pyridin-3-yl)pyrazolo[1,5-a]pyridine-3-carbonitrile OC=1C=C(C=2N(C1)N=CC2C#N)C=2C=NC(=CC2)N2CC1N(C(C2)C1)CC=1C=NC(=CC1)OC([2H])([2H])[2H]